CC1(CCC1)C#N 1-methylcyclobutanecarbonitrile